6-(3-amino-1H-indazol-4-yl)-N-(4-fluoro-3-methylphenyl)-1-naphthalenamide NC1=NNC2=CC=CC(=C12)C=1C=C2C=CC=C(C2=CC1)C(=O)NC1=CC(=C(C=C1)F)C